FC(C1=CC(=CC=C1)O)(F)F α,α,α-trifluoro-m-cresol